C(C)(=O)O[C@H]1[C@@H](SCCCC)O[C@@H]([C@@H]([C@@H]1N1N=NC(=C1)C1=CC(=C(C(=C1)F)F)F)OC(C)=O)COC(C)=O n-Butyl 2,4,6-tri-O-acetyl-3-deoxy-3-[4-(3,4,5-trifluorophenyl)-1H-1,2,3-triazol-1-yl]-1-thio-α-D-galactopyranoside